3-(4-methylpiperazin-1-yl)-N,N-bis(3-(triethoxysilyl)propyl)propan-1-amine CN1CCN(CC1)CCCN(CCC[Si](OCC)(OCC)OCC)CCC[Si](OCC)(OCC)OCC